BrC=1N=C(C(=NC1)N(C(OC(C)(C)C)=O)C(=O)OC(C)(C)C)C1=CC(=NO1)C1=CC=C(C=C1)C#N tert-butyl N-{5-bromo-3-[3-(4-cyanophenyl)-1,2-oxazol-5-yl]pyrazin-2-yl}-N-[(tert-butoxy)carbonyl]carbamate